4-bromo-6-chloro-2-methyl-2H-indazol-5-amine BrC=1C2=CN(N=C2C=C(C1N)Cl)C